ClC1=CC(=C(C=C1OCC(C1=CC=C(C=C1)[N+](=O)[O-])=O)N1C(C=2CCCCC2C1=O)=O)F 2-(4-chloro-2-fluoro-5-(2-oxo-2-(p-nitrophenyl)ethoxy)phenyl)-4,5,6,7-tetrahydro-1H-isoindole-1,3(2H)-dione